C=C1OC2(CCCC2)CO1 2-Methylen-1,3-dioxolane-5-spirocyclopentan